(2S)-N-[(1S)-1-cyano-2-{4-[3-(2-methoxyethyl)-2-oxo-2,3-dihydro-1,3-benzoxazol-5-yl]phenyl}ethyl]-1,4-oxaazepane-2-carboxamide C(#N)[C@H](CC1=CC=C(C=C1)C=1C=CC2=C(N(C(O2)=O)CCOC)C1)NC(=O)[C@H]1OCCCNC1